C(C1=CC=CC=C1)OC1=C(N2C(C3=CC(=CC=C13)Br)=NC(=N2)C)C(=O)NCC(=O)OCC ethyl 2-[(6-benzyloxy-9-bromo-2-methyl-[1,2,4]triazolo[5,1-a]isoquinoline-5-carbonyl)amino]acetate